ClC1=C(C=C(C=C1)F)C1(N(C(C2=C3C=CNC(C3=CC(=C21)NC(C2=CC(=CC(=C2)F)C(F)(F)F)=O)=O)=O)CC2=CC=C(C=C2)OC)O N-[3-(2-chloro-5-fluorophenyl)-3-hydroxy-2-[(4-methoxyphenyl)methyl]-1,6-dioxo-1,2,3,7-tetrahydropyrrolo[4,3-f]isoquinolin-4-yl]-5-fluoro-3-(trifluoromethyl)benzamide